tert-butyl 4-(((tert-butyldiphenylsilyl)oxy)methyl)-1-formyl-2-azabicyclo[2.1.1]hexane-2-carboxylate [Si](C1=CC=CC=C1)(C1=CC=CC=C1)(C(C)(C)C)OCC12CN(C(C1)(C2)C=O)C(=O)OC(C)(C)C